(5aR,5bS,7aR,10aS,10bS)-5a,7a-dimethyl-8-(6-methylheptan-2-yl)-N-(2-methoxyphenyl)-5,5a,5b,6,7,7a,8,9,10,10a,10b,11-dodecahydro-4H-cyclopenta[7,8]phenanthro[2,1-d]thiazol-2-amine C[C@@]12CCC=3N=C(SC3C2=CC[C@H]2[C@H]3[C@](CC[C@H]12)(C(CC3)C(C)CCCC(C)C)C)NC3=C(C=CC=C3)OC